N-benzyl-2-(2-(dimethylamino)ethoxy)-3-nitroaniline C(C1=CC=CC=C1)NC1=C(C(=CC=C1)[N+](=O)[O-])OCCN(C)C